1-bromo-2,3,4,6-tetrafluoro-5-(trifluoromethyl)benzene BrC1=C(C(=C(C(=C1F)C(F)(F)F)F)F)F